2-(6-(4-(3H-imidazo[4,5-b]pyridin-7-yl)-1H-pyrazol-1-yl)pyridin-3-yl)-4-(methyl-sulfonyl)butanenitrile N1=CNC2=NC=CC(=C21)C=2C=NN(C2)C2=CC=C(C=N2)C(C#N)CCS(=O)(=O)C